ClC=1C=C(C#N)C=C(C1)S(=O)(=O)C1=C(C=CC=C1)F 3-chloro-5-(2-fluorophenyl)sulfonyl-benzonitrile